4-(2-(2-methoxyethyl)-1H-imidazo[4,5-c]quinolin-1-yl)butan-1-ol methyl-(R)-4-(3-(4-amino-(4-phenoxyphenyl)-1H-pyrazolo[3,4-d]pyrimidin-1-yl)piperidin-1-carbonyl)piperidin-1-formate C[C@H]1N(CCC(C1)C(=O)N1CC(CCC1)N1N=C(C=2C1=NC=NC2N)C2=CC=C(C=C2)OC2=CC=CC=C2)C(=O)OCCCCN2C(=NC=1C=NC=3C=CC=CC3C12)CCOC